1,4-dihydroxy-5,8-bis({2-[(2-hydroxyethyl)amino]ethyl}amino)-9,10-anthraquinone OC1=CC=C(C=2C(C3=C(C=CC(=C3C(C12)=O)NCCNCCO)NCCNCCO)=O)O